ClC1=C(OC2CC3(CN(C3)C(=O)N3CC(CC3)C3=NN=CN3)C2)C=CC(=C1)F [6-(2-chloro-4-fluoro-phenoxy)-2-azaspiro[3.3]heptan-2-yl]-[3-(4H-1,2,4-triazol-3-yl)pyrrolidin-1-yl]methanone